4-(aminomethyl)-1-(5-(2,3-dichlorophenyl)-3-(hydroxymethyl)-6-methylpyrazin-2-yl)piperidine-4-carbonitrile NCC1(CCN(CC1)C1=NC(=C(N=C1CO)C1=C(C(=CC=C1)Cl)Cl)C)C#N